C(C)N1C(N(C(C2=CC(=CC=C12)S(=O)(=O)N[C@@]1([C@H](C1)CC)C)=O)CC)=O 1,3-diethyl-N-((1S,2S)-2-ethyl-1-methylcyclopropyl)-2,4-dioxo-1,2,3,4-tetrahydroquinazoline-6-sulfonamide